(R)-(3-((5-bromopyrimidin-2-yl)amino)pyrrolidin-1-yl)(3-((2-(dimethylamino)ethyl)(methyl)amino)-4-nitrophenyl)methanone BrC=1C=NC(=NC1)N[C@H]1CN(CC1)C(=O)C1=CC(=C(C=C1)[N+](=O)[O-])N(C)CCN(C)C